N1C=CC2=CC(=CC=C12)C1=C(C=2NC3=C(C(=CC=C3OC2C=C1)C=1C=C2C=CNC2=CC1)C)C 2,8-di(1H-indol-5-yl)-1,9-dimethyl-10H-phenoxazine